[2H]C1=NC2=C(C=CC=C2C=C1)C#N 2-deuteriochinolin-8-carbonitril